[Cl-].[Cl-].C1(=CC=C(C=C1)C(=[Zr+2](C1=C(C(=CC=2C3=CC(=C(C=C3CC12)C)C(C)(C)C)C(C)(C)C)C)C1C=CC=C1)C1=CC=C(C=C1)Cl)C (p-tolyl)(p-chlorophenyl)methylene(cyclopentadienyl)(2,7-dimethyl-3,6-di-tert-butylfluorenyl)zirconium dichloride